methylpropoxysilane C[SiH2]OCCC